4,4-dimethyl-2-oxo-1,4-dihydro-2H-benzo[d][1,3]oxazin CC1(C2=C(NC(O1)=O)C=CC=C2)C